C1=CC=C(C=C1)P(C2=CC=CC=C2)C3=C(C4=CC=CC=C4C=C3)C5=C(C=CC6=CC=CC=C65)P(C7=CC=CC=C7)C8=CC=CC=C8 (r)-(+)-2,2'-bis(diphenylphosphino)-1,1'-binaphthyl